C12(CC(C1)C2)CCOC2=CC=C1C=C(NC1=C2)CNC(=O)C2(CC2)C N-((6-(2-(bicyclo[1.1.1]pentan-1-yl)ethoxy)-1H-indol-2-yl)methyl)-1-methylcyclopropane-1-carboxamide